CCCCCCCCCCCC(=O)OC[C@H](CO[C@H]1[C@@H]([C@H]([C@H]([C@H](O1)CO)O)O)O)OC(=O)CCCCCCCCCCC The molecule is a 1,2-diacyl-3-beta-D-galactosyl-sn-glycerol in which the acyl groups at positions 1 and 2 are specified as dodecanoyl (lauroyl). It derives from a dodecanoic acid.